ClC=1C(NN=CC1)=O monochloropyridazinone